2-(2,6-dioxopiperidin-3-yl)-5-(3-((4'-fluoro-5,5-dimethyl-3,4,5,6-Tetrahydro-[1,1'-biphenyl]-2-yl)methyl)-3,6-diazabicyclo[3.1.1]heptan-6-yl)isoindoline O=C1NC(CCC1N1CC2=CC=C(C=C2C1)N1C2CN(CC1C2)CC2=C(CC(CC2)(C)C)C2=CC=C(C=C2)F)=O